5-methyl-1,3,4-oxadiazol-2(3H)-one sodium salt [Na].CC1=NNC(O1)=O